C1(C=CC=C1)[Ti](C1=C(C(=CC=C1F)CN1C(=C(C=C1C)[Si](C)(C)C)C)F)(C1=C(C(=CC=C1F)CN1C(=C(C=C1C)[Si](C)(C)C)C)F)C1C=CC=C1 di(cyclopentadienyl)-bis[2,6-difluoro-3-((3-trimethylsilyl-2,5-dimethyl-1H-pyrrol-1-yl)methyl)phenyl]titanium